C(C)N(C(OC(C)(C)C)=O)CC=1OC(=NN1)C=1C(=NC=CC1)NC1=CC=C(C=C1)C(F)(F)F tert-butyl N-ethyl-N-[[5-[2-[4-(trifluoromethyl)anilino]-3-pyridyl]-1,3,4-oxadiazol-2-yl] methyl]carbamate